N-((5-(5-(difluoromethyl)-1,3,4-oxadiazol-2-yl)pyridin-2-yl)methyl)-3-fluoro-N-(3-fluorophenyl)-1-(1-hydroxypropan-2-yl)azetidine-3-carboxamide FC(C1=NN=C(O1)C=1C=CC(=NC1)CN(C(=O)C1(CN(C1)C(CO)C)F)C1=CC(=CC=C1)F)F